methyl 5-bromo-1H-benzo[d]imidazole-7-carboxylate BrC1=CC2=C(NC=N2)C(=C1)C(=O)OC